C(=O)=C1CCN(CC1)C1(CC1)C(=O)OC methyl 1-(4-carbonylpiperidin-1-yl)cyclopropane-1-carboxylate